(2-oxo-1-phenyl-2-(4-(m-tolyl)piperazin-1-yl)ethyl)pyrrolidine-2,5-dione O=C(C(C1=CC=CC=C1)N1C(CCC1=O)=O)N1CCN(CC1)C=1C=C(C=CC1)C